C(C)OC(C(CC(C)(C)C)NC(CCCOCC1=CC=CC=C1)=O)=O 2-[4-(benzyloxy)butanoylamino]-4,4-dimethylpentanoic acid ethyl ester